5-chloro-benzotriazole ClC1=CC2=C(NN=N2)C=C1